[N+](=O)(O)[O-].NCCC(=O)O Beta-Alanine Nitrate